4-((2-chlorothiazol-5-yl)methyl)piperidine-1,4-dicarboxylic acid 1-tert-butyl 4-ethyl ester C(C)OC(=O)C1(CCN(CC1)C(=O)OC(C)(C)C)CC1=CN=C(S1)Cl